1,5-dioxo-3,4-dihydro-1H-chromeno[2,3-c]pyridin O=C1NCCC2=C1OC1=CC=CC=C1C2=O